tert-butyl (trans-2-benzyl-5-oxopyrrolidin-3-yl)carbamate C(C1=CC=CC=C1)[C@@H]1NC(C[C@H]1NC(OC(C)(C)C)=O)=O